(4H)-isoxazolone O1NC(CC1)=O